FC1=C(CNC(=O)C=2C(C(=C3N([C@H]4[C@@](CC[C@@H](N(C3=O)C4)C)(C)O)C2)O)=O)C=CC(=C1)F (3S,6S,7R)-N-(2,4-difluorobenzyl)-6,12-dihydroxy-3,6-dimethyl-1,11-dioxo-1,4,5,6,7,11-hexahydro-3H-2,7-methanopyrido[1,2-a][1,4]diazonine-10-carboxamide